2-[1-(6-chloropyridin-2-yl)pyrazol-4-yl]-N-(5-cyclopropyl-1H-pyrazol-3-yl)acetamide ClC1=CC=CC(=N1)N1N=CC(=C1)CC(=O)NC1=NNC(=C1)C1CC1